FC=1C(=C(C=CC1F)[C@H]1[C@H](O[C@@]([C@@H]1C)(C)C(F)F)C(=O)NC1=CC(=NC=C1)C(=O)N)OC (2S,3S,4R,5R)-4-[[3-(3,4-difluoro-2-methoxy-phenyl)-5-(difluoromethyl)-4,5-dimethyl-tetrahydrofuran-2-carbonyl]amino]pyridine-2-carboxamide